4-(2,4-dimethoxyphenethyl)benzene-1,3-diol COC1=C(CCC2=C(C=C(C=C2)O)O)C=CC(=C1)OC